O1C=CC2=C1C=CC(=C2)C(=O)N2CCOCC2 benzofuran-5-yl-(morpholinyl)methanone